5-(1-isopropyl-2-methyl-1H-imidazo[4,5-b]pyridin-6-yl)-N-(cis-3-morpholinocyclobutyl)pyrrolo[2,1-f][1,2,4]triazin-2-amine C(C)(C)N1C(=NC2=NC=C(C=C21)C=2C=CN1N=C(N=CC12)N[C@@H]1C[C@@H](C1)N1CCOCC1)C